2-(2-acetoxyphenyl)acetic acid C(C)(=O)OC1=C(C=CC=C1)CC(=O)O